COC(C(CC(=O)OC)(C=C)/N=C/C1=CC(=CC(=C1)C(F)(F)F)C(F)(F)F)=O.FC1=CC=C(OC2=CC=C(C=C2)C2CN(C2)C(=O)N2CC(CC2)C2=NN=NN2)C=C1 [3-[4-(4-Fluorophenoxy)phenyl]azetidin-1-yl]-[3-(1H-tetrazol-5-yl)pyrrolidin-1-yl]methanone (E)-dimethyl-2-((3,5-bis(trifluoromethyl)benzylidene)amino)-2-vinylsuccinate